FC(C(=O)O)(F)F.C1(CC1)N(C(=O)C=1C=CC2=C(OCC(N2)=O)C1)CC1=CC=C(C=C1)C(NC=1C=C2CNCC2=CC1)=O N-cyclopropyl-N-(4-(isoindolin-5-ylcarbamoyl)benzyl)-3-oxo-3,4-dihydro-2H-benzo[b][1,4]oxazine-7-carboxamide 2,2,2-trifluoroacetate